C(\C=C/C(=O)O)(=O)O.C(C)N(CCSC(C(=O)OCCCCCCCC\C=C/CCCCCCCC)CC(=O)OCCCCCCCC\C=C/CCCCCCCC)CC dioleyl 2-((2-(diethylamino)ethyl)thio)succinate maleate